(E)-di-tert-butyl ((2-((2,6-diaminopyridin-3-yl)diazenyl)phenoxy)methyl) phosphate P(=O)(OC(C)(C)C)(OC(C)(C)C)OCOC1=C(C=CC=C1)N=NC=1C(=NC(=CC1)N)N